5,5'-((((((2,2'-dichloro-[1,1'-biphenyl]-3,3'-diyl)bis(methylene))bis(oxy))bis(4-chloro-6-formyl-3,1-phenylene))bis(oxy))bis(methylene))dinicotinonitrile ClC1=C(C=CC=C1COC=1C=C(C(=CC1Cl)C=O)OCC=1C=NC=C(C#N)C1)C1=C(C(=CC=C1)COC=1C=C(C(=CC1Cl)C=O)OCC=1C=NC=C(C#N)C1)Cl